(2-methoxypyridin-4-yl)-5,6,7,8-tetrahydronaphthalen-1-ol COC1=NC=CC(=C1)C1=C(C=2CCCCC2C=C1)O